NC1=C(N=C(C(=N1)N1CCC2(CC1)[C@@H](C1=C(N=CS1)C2)N)F)SC2=C(C(=NC=C2)N)Cl (S)-1'-(6-amino-5-((2-amino-3-chloropyridin-4-yl)thio)-3-fluoropyrazin-2-yl)-4,6-dihydrospiro[cyclopenta[d]thiazol-5,4'-piperidin]-6-amine